E-2-mercapto-3,4-dimethyl-2,3-dihydrothiophene SC1SC=C(C1C)C